2-(1-(4-chlorobenzoyl)-5-methoxy-2-methyl-1H-indol-3-yl)acetyl chloride ClC1=CC=C(C(=O)N2C(=C(C3=CC(=CC=C23)OC)CC(=O)Cl)C)C=C1